BrC=1C(=NN(C1C(=O)OC)C=1SC(=C(N1)C1=CC=C(C=C1)C(F)(F)F)C=C)C Methyl 4-bromo-3-methyl-1-(4-(4-(trifluoromethyl) phenyl)-5-vinylthiazol-2-yl)-1H-pyrazole-5-carboxylate